3-Nitro-4-(4-(trifluoromethyl)-1-((2-(trimethylsilyl)ethoxy)methyl)-1H-imidazol-2-yl)benzoic acid methyl ester COC(C1=CC(=C(C=C1)C=1N(C=C(N1)C(F)(F)F)COCC[Si](C)(C)C)[N+](=O)[O-])=O